(5-((3,4-dihydro-1H-benzo[4,5]imidazo[2,1-c][1,4]oxazin-7-yl)ethynyl)-8-(methylamino)-2,7-naphthyridin-3-yl)-1-fluorocyclopropane-1-carboxamide C1OCCN2C1=NC1=C2C=C(C=C1)C#CC1=C2C=C(N=CC2=C(N=C1)NC)C1C(C1)(C(=O)N)F